O[C@H]1[C@@H]([C@@H]2[C@@H](OC[C@H](CC2)CCCC(=O)O)C1)\C=C\[C@H](CCCCC)O 4-{(3S,5aR,6R,7R,8aS)-7-hydroxy-6-[(1E,3S)-3-hydroxy-1-octen-1-yl]octahydro-2H-cyclopenta[b]oxepin-3-yl}butanoic acid